COC(=O)C=1C=NC(=NC1)N1CC=2N(CC1)C=C(N2)CO 2-(2-Hydroxymethyl-5,6-dihydro-8H-imidazo[1,2-a]pyrazin-7-yl)-pyrimidine-5-carboxylic acid methyl ester